C(C)(C)NC(O[C@@H]1CO[C@H](C1)C1=CC(=NN1)NC1=CC=CC=2S(CCC21)(=O)=O)=O (3S,5R)-5-(3-((1,1-dioxido-2,3-dihydrobenzo[b]thiophen-4-yl)amino)-1H-pyrazol-5-yl)tetrahydrofuran-3-yl isopropylcarbamate